NC1=NOC2=C1C=CC(=C2)NC(=O)[C@@H]2CC[C@@H]1CC(=CC(N21)=O)C2=C(C(=CC=C2N2N=NN=C2)Cl)F |o1:16| (3S,8aR*)-N-(3-Amino-1,2-benzoxazol-6-yl)-7-[3-chloro-2-fluoro-6-(tetrazol-1-yl)phenyl]-5-oxo-2,3,8,8a-tetrahydro-1H-indolizine-3-carboxamide